(2R)-N-benzyl-2-(6-{5-chloro-2-[(oxacyclohex-4-yl)amino]pyrimidin-4-yl}-1-oxo-2,3-dihydro-1H-isoindol-2-yl)propionamide C(C1=CC=CC=C1)NC([C@@H](C)N1C(C2=CC(=CC=C2C1)C1=NC(=NC=C1Cl)NC1CCOCC1)=O)=O